C1(=CC=CC=C1)C1CC2NC(C=3C=NC4=C(C[C@]5(C(NC=6N=CC(/C=C/COCCOCCN(C1)C2=O)=CC56)=O)C4)C3)=O (1S,22E)-12-phenyl-17,20-dioxa-5,9,14,26,28-pentazahexacyclo[22.5.2.11,4.13,7.110,14.027,30]tetratriaconta-3,5,7(33),22,24(31),25,27(30)-heptaene-8,29,32-trione